C1(=CC=CC=C1)C1=NN(C2=NC=C(C=C21)O)COCC[Si](C)(C)C 3-phenyl-1-[[2-(trimethylsilyl)ethoxy]methyl]pyrazolo[3,4-b]pyridin-5-ol